FC(C1=NN(C(=C1)C)C1=NC(=CC=C1C#N)N1C=NC2=C1C=C(C(=C2)NC=2N=NC(=CC2)C)OC2COC2)F 2-[3-(difluoromethyl)-5-methyl-pyrazol-1-yl]-6-[5-[(6-methylpyridazin-3-yl)amino]-6-(oxetan-3-yloxy)benzimidazol-1-yl]pyridine-3-carbonitrile